NC1=NN(C=2CN(CCC21)S(=O)(=O)CC(F)F)C(=O)C2CCNC1=CC=C(C=C21)F (3-amino-6-(2,2-difluoroethyl-sulfonyl)-4,5,6,7-tetrahydro-pyrazolo[3,4-c]pyridin-1-yl)(6-fluoro-1,2,3,4-tetrahydro-quinolin-4-yl)methanone